C(CC)N([C@H]1CC=2C=CC=C(C2CC1)O)CC1CCN(CC1)S(=O)(=O)C=1C=NC=CC1 (R)-6-(propyl((1-(pyridin-3-ylsulfonyl)piperidin-4-yl)methyl)amino)-5,6,7,8-tetrahydronaphthalen-1-ol